O1C(=CC=C1)C(=O)NC=1C(=NC=C(C(=O)N)C1)N1CC(CC1)O 5-(furan-2-carboxamido)-6-(3-hydroxyPyrrolidin-1-yl)nicotinamide